1,3-bis(3-(pyridin-3-yl)phenyl)pyrimidine N1=CC(=CC=C1)C=1C=C(C=CC1)N1CN(CC=C1)C1=CC(=CC=C1)C=1C=NC=CC1